tert-butyl 5-(3-(4-amino-1,3,5-triazin-2-yl)-5-chlorophenyl)-2,3-dihydro-1,4-oxazepine-4(7H)-carboxylate NC1=NC(=NC=N1)C=1C=C(C=C(C1)Cl)C=1N(CCOCC1)C(=O)OC(C)(C)C